F[Sb-](F)(F)(F)(F)F.C(C1=CC=CC=C1)[S+](C)C1=CC=C(C=C1)O benzyl(4-hydroxyphenyl)-methylsulfonium hexafluoroantimonate